6-(2-fluoro-4-(7-methoxy-2-(methyl-d3)-2H-indazol-4-yl)benzyl)-6,7-dihydro-5H-pyrrolo[3,4-b]pyridin-5-one-7,7-d2 FC1=C(CN2C(C3=NC=CC=C3C2=O)([2H])[2H])C=CC(=C1)C=1C2=CN(N=C2C(=CC1)OC)C([2H])([2H])[2H]